[Na+].C(C)N(C1=CC(=CC=C1)C)CCCS(=O)(=O)[O-] N-ethyl-N-(3-sulfopropyl)-3-toluidine sodium salt